5-Nitro-1,3-dihydro-indol-2-one [N+](=O)([O-])C=1C=C2CC(NC2=CC1)=O